N1(C=NC=C1)CC1(CC2(CNC3=NC=C(C(=C32)Cl)C=3C(=C(C(=O)N(C)C)C(=CC3)N)F)CC1)O 3-(3-((1H-Imidazol-1-yl)methyl)-4'-chloro-3-hydroxy-1',2'-dihydrospiro[cyclopentane-1,3'-pyrrolo[2,3-b]pyridin]-5'-yl)-6-amino-2-fluoro-N,N-dimethylbenzamide